C(C)C1(CS(C2=C(C(N1)C1=CC=CC=C1)C=CC(=C2)O)(=O)=O)CC 3,3-diethyl-2,3,4,5-tetrahydro-5-phenyl-1,4-benzothiazepine-8-ol 1,1-dioxide